[(2,2-Dimethylpropanoyl)oxy]methyl (3R)-3-{[5-(2-chloro-5-cyanophenyl)-1H-indazol-3-yl]carbamoyl}-piperidine-1-carboxylate ClC1=C(C=C(C=C1)C#N)C=1C=C2C(=NNC2=CC1)NC(=O)[C@H]1CN(CCC1)C(=O)OCOC(C(C)(C)C)=O